(2S,5R)-2-isopropyl-5-methylcyclohexane-1,1-dicarbaldehyde C(C)(C)[C@H]1C(C[C@@H](CC1)C)(C=O)C=O